C1CC12CN(CC2)CC2=CC(=NC(=C2)C(F)(F)F)C(=O)NC2=CC(=CC=C2)C2(COC2)CC2=NN=CN2C 4-((5-azaspiro[2.4]heptan-5-yl)methyl)-N-(3-(3-((4-methyl-4H-1,2,4-triazol-3-yl)methyl)oxetan-3-yl)phenyl)-6-(trifluoromethyl)picolinamide